C(C1=CC=CC=C1)(=O)OCCOCCOCCOCCOCCOCCOCCN[C@@H](C)C1=CC=C(C=C1)C(NC1=CC=NC=C1)=O (S)-2-(4-(pyridin-4-ylcarbamoyl)phenyl)-6,9,12,15,18,21-hexaoxa-3-azatricosan-23-yl benzoate